methyl (5S)-5-methyl-2-oxo-1,5,6,7-tetrahydrocyclopenta[b]pyridine-3-carboxylate C[C@H]1CCC=2NC(C(=CC21)C(=O)OC)=O